([2,4'-bithiazol]-2'-yl)benzene-1,3-diamine S1C(=NC=C1)C=1N=C(SC1)C1=C(C=CC=C1N)N